2-(4-phenoxyphenyl)-7-(piperidin-4-yl)-4,5,6,7-tetrahydropyrazolo[1,5-a]pyrimidine-3-carboxamide O(C1=CC=CC=C1)C1=CC=C(C=C1)C1=NN2C(NCCC2C2CCNCC2)=C1C(=O)N